OC(=O)C(F)(F)F.N1CC(C1)C=1C=NN(C1N1C(N(C=C1)C=1C=C2C=NN(C2=CC1)C)=O)C1=CC(=C(C(=C1)C)F)C (4-(azetidin-3-yl)-1-(4-fluoro-3,5-dimethylphenyl)-1H-pyrazol-5-yl)-3-(1-methyl-1H-indazol-5-yl)-1,3-dihydro-2H-imidazol-2-one TFA salt